Cobalt disulphide [Co](=S)=S